benzyl (2-((2-((2-oxo-1,2,3,4-tetrahydroquinolin-6-yl)amino)-5-(trifluoromethyl)pyrimidin-4-yl)oxy)ethyl)carbamate O=C1NC2=CC=C(C=C2CC1)NC1=NC=C(C(=N1)OCCNC(OCC1=CC=CC=C1)=O)C(F)(F)F